C1=CCC=2C1=CC=1CC3=CC=CC=C3C1C2 3,9-dihydrocyclopenta[b]fluoren